Cl.C(C)N1C(C2=CC=C(C=C2C1)OC(C1=CC=C(C=C1)NC(=N)N)=O)=O 2-Ethyl-1-oxoisoindolin-5-yl-4-guanidinobenzoate hydrochloride